NC1=CC(=C(C(=O)NCC2(CCCCCC2)C2=NC=C(C=C2)C(F)(F)F)C=C1Cl)OC 4-Amino-5-chloro-2-methoxy-N-((1-(5-(trifluoromethyl)pyridin-2-yl)cycloheptyl)methyl)benzamid